7-((2R,4S)-4-((2,3-dihydrobenzo[b][1,4]dioxin-6-yl-2,2,3,3-d4)oxy)-2-methylpiperidin-1-yl)-2-(methoxymethyl)-8,9-dimethyl-4H-pyrimido[1,2-b]pyridazin-4-one O1C2=C(OC(C1([2H])[2H])([2H])[2H])C=C(C=C2)O[C@@H]2C[C@H](N(CC2)C=2C(=C(C=1N(N2)C(C=C(N1)COC)=O)C)C)C